2-[6-(ethoxycarbonyl)-5-methyl-1-[(1-methyl-1H-indol-6-yl)methyl]-2,4-dioxo-1H,2H,3H,4H-thieno[2,3-d]pyrimidin-3-yl]acetic acid C(C)OC(=O)C1=C(C2=C(N(C(N(C2=O)CC(=O)O)=O)CC2=CC=C3C=CN(C3=C2)C)S1)C